1-((3S,4R)-4-(3,4-difluorophenyl)-1-(2-methoxyethyl)pyrrolidin-3-yl)-3-(3-(4-(hydroxymethyl)phenyl)-1-methyl-1H-pyrazol-5-yl)urea FC=1C=C(C=CC1F)[C@H]1[C@@H](CN(C1)CCOC)NC(=O)NC1=CC(=NN1C)C1=CC=C(C=C1)CO